ClC1=C(C=C(C(=O)N2CC=3NC(N(C(C3C[C@H]2C)=O)C2=CN=C(N2C)C(=O)OCC)=S)C=C1)C(F)(F)F (R)-Ethyl 5-(7-(4-chloro-3-(trifluoromethyl) benzoyl)-6-methyl-4-oxo-2-thioxo-1,2,5,6,7,8-hexahydropyrido[3,4-d]pyrimidin-3(4H)-yl)-1-methyl-1H-imidazole-2-carboxylate